COC(CC1CCN(CC1)C=1C=C(C=C(C1)F)C1C(NC(CC1)=O)=O)OC 3-[3-[4-(2,2-dimethoxyethyl)-1-piperidyl]-5-fluorophenyl]-piperidine-2,6-dione